N-methyl-N-amyl-fumaric acid amide CN(C(\C=C\C(=O)O)=O)CCCCC